ClC=1C(=C2C=NN(C2=CC1F)C1OCCCC1)OC1=NC(=CC2=C1N=C(N=C2C2N(CCNC2)C(=O)[O-])O[C@@H]2CN(C[C@H]2OC)C)C 8-{[5-chloro-6-fluoro-1-(oxan-2-yl)-1H-indazol-4-yl]oxy}-2-{[(3R,4R)-4-methoxy-1-methylpyrrolidin-3-yl]oxyl-6-methylpyrido[3,4-d]pyrimidin-4-yl}piperazine-1-carboxylate